FC1=C2CN(C(C2=CC=C1N1CCN(CC1)CC1CCN(CC1)CC1CCNCC1)=O)C1C(NC(CC1)=O)=O 3-[4-fluoro-1-oxo-5-[4-[[1-(4-piperidylmethyl)-4-piperidyl]methyl]piperazin-1-yl]isoindolin-2-yl]piperidine-2,6-dione